N-(oxazol-2-ylmethyl)-8-(4-(trifluoromethyl)cyclohex-1-en-1-yl)quinoline-3-carboxamide O1C(=NC=C1)CNC(=O)C=1C=NC2=C(C=CC=C2C1)C1=CCC(CC1)C(F)(F)F